N-(2-bromophenyl)-3,3,3-trifluoropropionamide BrC1=C(C=CC=C1)NC(CC(F)(F)F)=O